3-(6-(2-chloro-5-fluoropyrimidin-4-yl)-4-fluoro-2-methyl-1H-benzo[d]Imidazol-1-yl)propionic acid methyl ester COC(CCN1C(=NC2=C1C=C(C=C2F)C2=NC(=NC=C2F)Cl)C)=O